C(C)(C)C=1N(N=C2N=CC(=CC21)C2=NC(=NC=C2)N[C@@H]2[C@@H]1C[C@H]([C@@H](C2)C1)N)C (1S,2S,4R,5R)-N2-(4-(3-isopropyl-2-methyl-2H-pyrazolo[3,4-b]pyridin-5-yl)pyrimidin-2-yl)bicyclo[2.2.1]heptane-2,5-diamine